(14S,18S)-9-(4-iodobenzyl)-2,8,16-trioxo-1-(4,7,10-tris(carboxymethyl)-1,4,7,10-tetraazacyclododecane-1-yl)-3,9,15,17-tetraazaeicosane-14,18,20-tricarboxylic acid IC1=CC=C(CN(C(CCCCNC(CN2CCN(CCN(CCN(CC2)CC(=O)O)CC(=O)O)CC(=O)O)=O)=O)CCCC[C@H](NC(N[C@@H](CCC(=O)O)C(=O)O)=O)C(=O)O)C=C1